COC(C1=CN=C(C=C1)N1[C@@H]2CN[C@H](C1)C2)=O 6-((1S,4S)-2,5-diazabicyclo[2.2.1]Heptane-2-yl)nicotinic acid methyl ester